O1CC(CC1)C=1N=C(SC1)N1C=CC=2C=NC(=CC21)NC(C)=O N-(1-(4-(tetrahydrofuran-3-yl)thiazol-2-yl)-1H-pyrrolo[3,2-c]pyridin-6-yl)acetamide